FC(N1C(C(=CC(=C1)N=C(C1=CC=CC=C1)C1=CC=CC=C1)OC1CN(C1)C(=O)OC(C)(C)C)=O)F tert-butyl 3-((1-(difluoromethyl)-5-((diphenylmethylene)amino)-2-oxo-1,2-dihydropyridin-3-yl)oxy)azetidine-1-carboxylate